C1(CC1)C=1C=C(C(N(C1)C)=O)NC=1N(C=2C(=NC=C(C2C(F)F)OC=2C=NN3C2C=NC=C3)N1)C 5-cyclopropyl-3-((7-(difluoromethyl)-1-methyl-6-(pyrazolo[1,5-a]pyrazin-3-yloxy)-1H-imidazo[4,5-b]pyridin-2-yl)amino)-1-methylpyridin-2(1H)-one